OC=1C=C(C=C(C1O)[N+](=O)[O-])/C=C(/C(=O)O)\C(=O)N1CCCCC1 (2E)-3-(3,4-dihydroxy-5-nitrophenyl)-2-(piperidine-1-carbonyl)-2-propenoic acid